3-chloro-4-((2-(methylsulfonyl)-1H-imidazo[4,5-b]pyrazin-6-yl)thio)pyridin-2-amine ClC=1C(=NC=CC1SC1=CN=C2C(=N1)NC(=N2)S(=O)(=O)C)N